2-(difluoromethyl)-N-(1-(hydroxymethyl)cyclopropyl)-5-((4-methylthiazol-5-yl)methoxy)benzofuran-3-carboxamide FC(C=1OC2=C(C1C(=O)NC1(CC1)CO)C=C(C=C2)OCC2=C(N=CS2)C)F